CN1N=CC(=C1)C=1C2=C(N=CN1)NC=C2C2=CC=1N(C=C2)N=CC1 4-(1-methyl-1H-pyrazol-4-yl)-5-(pyrazolo[1,5-a]pyridin-5-yl)-7H-pyrrolo[2,3-d]pyrimidine